9-(2-aminophenyl)-3,6-diphenyl-9H-carbazole NC1=C(C=CC=C1)N1C2=CC=C(C=C2C=2C=C(C=CC12)C1=CC=CC=C1)C1=CC=CC=C1